4-nitrobenzyl ((1S,3S)-3-(3-mercaptoazetidin-1-yl)cyclopentyl)carbamate SC1CN(C1)[C@@H]1C[C@H](CC1)NC(OCC1=CC=C(C=C1)[N+](=O)[O-])=O